tert-butyl N-ethyl-N-{1-[6-fluoro-7-({8-fluoro-7-methoxy-2-methylimidazo[1,2-a]pyridin-6-yl}carbamoyl)-2-methylindazol-4-yl]piperidin-4-yl}carbamate C(C)N(C(OC(C)(C)C)=O)C1CCN(CC1)C=1C2=CN(N=C2C(=C(C1)F)C(NC=1C(=C(C=2N(C1)C=C(N2)C)F)OC)=O)C